1-(dibenzo[b,d]furan-2-yl)-1H-imidazole C1=C(C=CC=2OC3=C(C21)C=CC=C3)N3C=NC=C3